2,6-Bis(benzyloxy)-3-(3-fluoro-4-(4-(3-methoxy-4-(4,4,5,5-tetramethyl-1,3,2-dioxaborolan-2-yl)phenyl)piperidin-1-yl)phenyl)pyridine C(C1=CC=CC=C1)OC1=NC(=CC=C1C1=CC(=C(C=C1)N1CCC(CC1)C1=CC(=C(C=C1)B1OC(C(O1)(C)C)(C)C)OC)F)OCC1=CC=CC=C1